21-hydroxypregn-4-ene-3,20-dione OCC([C@H]1CC[C@H]2[C@@H]3CCC4=CC(CC[C@]4(C)[C@H]3CC[C@]12C)=O)=O